COC=1C=C(CN2C(N3C(C4=C2C=C(C=N4)N4CCOCC4)=NC(C3)C(C)C)=O)C=C(C1)OC 6-(3,5-dimethoxybenzyl)-8-(morpholin-4-yl)-2-(propan-2-yl)-2,6-dihydroimidazo[1,2-c]pyrido[2,3-e]pyrimidin-5(3H)-one